(P)-(7S)-4-(2-methylphenyl)-7-(4-methyl-1,3-thiazol-5-yl)-2-(2-(2-propenoyl)-2,6-diazaspiro[3.4]octan-6-yl)-5,6,7,8-tetrahydro-3-quinolinecarbonitrile CC1=C(C=CC=C1)C1=C(C(=NC=2C[C@H](CCC12)C1=C(N=CS1)C)N1CC2(CN(C2)C(C=C)=O)CC1)C#N